ClC=1C(=NC(=NC1C(F)(F)F)N1[C@H](CC1)C)C1=NOC(=N1)C1CCN(CC1)C(=O)OC(C)(C)C tert-butyl (S)-4-(3-(5-chloro-2-(2-methylazetidin-1-yl)6-(trifluoromethyl)pyrimidin-4-yl)-1,2,4-oxadiazol-5-yl)piperidine-1-carboxylate